C1=CC=C(C=2SC3=C(C21)C=CC=C3)C=3C=C2C=CC(=C(C2=CC3)C3=C(C=CC2=CC(=CC=C32)C3=CC=CC2=C3SC3=C2C=CC=C3)OC3=CC=C(C2=CC=CC=C32)CO)OC3=CC=C(C2=CC=CC=C32)CO {[6,6'-bis(dibenzo[b,d]thiophen-4-yl)[1,1'-binaphthalene]-2,2'-diyl]bis(oxynaphthalene-4,1-diyl)}dimethanol